F[C@H]1CN(CC[C@H]1NC=1C=2N(C=CC1)C(=C(N2)C#CCNC2=C(C=C(C(=O)N)C=C2)OC)C=C)C 4-((3-(8-(((3S,4R)-3-fluoro-1-methylpiperidin-4-yl)amino)-3-vinylimidazo[1,2-a]pyridin-2-yl)prop-2-yn-1-yl)amino)-3-methoxybenzamide